3-{[4-methanesulfonyl-2-(2-methoxyethoxy)phenyl]amino}prop-1-yn CS(=O)(=O)C1=CC(=C(C=C1)NCC#C)OCCOC